C(C1=CC=CC=C1)N1CC(CC1)N(CC1=CC(=CC=C1)CNCC1=NC=CC=C1)CCC1=NC=CC=C1 N-[1-(benzyl)-3-pyrrolidinyl]-N-[2-(2-pyridinyl)ethyl]-N'-(2-pyridinylmethyl)-1,3-benzenedimethanamine